2-chloro-3-nitropyridine ClC1=NC=CC=C1[N+](=O)[O-]